6-(4,4,5,5-tetramethyl-1,3,2-dioxaborolan-2-yl)-2-azaspiro[3.3]hept-5-ene-2-carboxylic acid tert-butyl ester C(C)(C)(C)OC(=O)N1CC2(C1)C=C(C2)B2OC(C(O2)(C)C)(C)C